C[C@]12CC[C@H]3[C@H]([C@@H]1CCC2=O)CC=C4[C@@]3(CC[C@@H](C4)O)C The molecule is an androstanoid that is androst-5-ene substituted by a beta-hydroxy group at position 3 and an oxo group at position 17. It is a naturally occurring steroid hormone produced by the adrenal glands. It has a role as an androgen, a human metabolite and a mouse metabolite. It is a 17-oxo steroid, an androstanoid and a 3beta-hydroxy-Delta(5)-steroid.